1-ethyl 1,3-dimethyl 3,3-diphenylpropane-1,1,3-tricarboxylate C1(=CC=CC=C1)C(CC(C(=O)OCC)C(=O)OC)(C(=O)OC)C1=CC=CC=C1